(E)-4-(2,6-Dimethoxystyryl)quinazoline COC1=C(/C=C/C2=NC=NC3=CC=CC=C23)C(=CC=C1)OC